Dicyanamid [N-](C#N)C#N